indoleoxyamine tert-Butyl-2-((((9H-fluoren-9-yl)methoxy)carbonyl)(methyl)amino)-4-(5-methoxypyridin-3-yl)butanoate C(C)(C)(C)OC(C(CCC=1C=NC=C(C1)OC)N(C)C(=O)OCC1C2=CC=CC=C2C=2C=CC=CC12)=O.N1C(=CC2=CC=CC=C12)ON